2-((2-Methyl-4-(trifluoromethoxy)phenyl)sulfonyl)-6-(tetrahydro-2H-pyran-4-yl)-2,6-diazaspiro[3.3]heptane CC1=C(C=CC(=C1)OC(F)(F)F)S(=O)(=O)N1CC2(C1)CN(C2)C2CCOCC2